NC1=CN=NC2=CC(=CC=C12)C=1C=C(C=CC1OC1CNC(CC1)=O)B(O)O [3-(4-AMINOCINNOLIN-7-YL)-4-[(6-OXOPIPERIDIN-3-YL)OXY]PHENYL]BORONIC ACID